FC(N(C(F)(F)F)C(C(OC(F)(F)F)(F)F)(F)F)(F)F perfluoromethoxyethyl-dimethylamine